Cl.COC(CN)=O GLYCINE METHYL ESTER hydrochloride